O1C2=C(OCC1)C=C(C=C2)NC2=NC=CC1=CC(=CC=C21)C 1-((2,3-dihydrobenzo[b][1,4]dioxin-6-yl)amino)-6-methylisoquinoline